CCC(C=1NC=CN1)NC(NC(CC)C=1NC=CN1)=O bis(2-methyl-1-imidazolylethyl)urea